2-[(2S)-3-(6-fluoro-1,3-benzothiazol-2-yl)-2-{[(2S)-1-(4-fluorobenzoyl)pyrrolidin-2-yl]formamido}propanamido]-4-methylpentanamide FC1=CC2=C(N=C(S2)C[C@@H](C(=O)NC(C(=O)N)CC(C)C)NC(=O)[C@H]2N(CCC2)C(C2=CC=C(C=C2)F)=O)C=C1